4-{(1S,3S)-3-[1-(3-fluorophenyl)-1H-1,2,3-triazol-4-yl]-2,2-dimethylcyclopropyl}benzenesulfonamide FC=1C=C(C=CC1)N1N=NC(=C1)[C@@H]1C([C@H]1C1=CC=C(C=C1)S(=O)(=O)N)(C)C